2-amino-2-methyl-N-(2-methyl-1-oxo-1-((6-(trifluoromethoxy)benzo[d]thiazol-2-yl)amino)propan-2-yl)propanamide NC(C(=O)NC(C(NC=1SC2=C(N1)C=CC(=C2)OC(F)(F)F)=O)(C)C)(C)C